C(#C)C=1C(=CC=C2C=C(C=C(C12)C1=C(C=2N=C(N=C(C2C=N1)N(C[C@@H]1NCCCC1)C)N1CC2CCC(C1)N2C)F)C(F)(F)F)F 7-(8-ethynyl-7-fluoro-3-(trifluoromethyl)naphthalen-1-yl)-8-fluoro-N-methyl-2-(8-methyl-3,8-diazabicyclo[3.2.1]octan-3-yl)-N-(((R)-piperidin-2-yl)methyl)pyrido[4,3-d]pyrimidin-4-amine